spirobi-[indene]-5,6'-diol C12(C=CC3=CC(=CC=C13)O)C=CC1=CC=C(C=C12)O